tert-butyl 3-(2-(3-((2-((S)-2-acetamido-4-(tert-butoxy)-4-oxobutanamido)-2-(1-phenyl-1H-pyrazol-4-yl)acetamido)methyl)-4-methylphenoxy)ethyl)piperidine-1-carboxylate C(C)(=O)N[C@H](C(=O)NC(C(=O)NCC=1C=C(OCCC2CN(CCC2)C(=O)OC(C)(C)C)C=CC1C)C=1C=NN(C1)C1=CC=CC=C1)CC(=O)OC(C)(C)C